2-(2,3-dimethyl-1H-pyrazol-1-yl)succinic acid CN1N(C=CC1C)C(C(=O)O)CC(=O)O